[1-(3-bromophenyl)-3,3-difluorocyclobutyl]acetic acid BrC=1C=C(C=CC1)C1(CC(C1)(F)F)CC(=O)O